OC1=C(C=C(C(=O)OC)C(=C1)O)C(=O)OC Dimethyl 4,6-dihydroxyisophthalate